2-fluoro-N-[2-fluoro-3-(4,4,5,5-tetramethyl-[1,3,2]dioxaborolan-2-yl)-phenyl]-4-methoxy-5-methyl-benzenesulfonamide FC1=C(C=C(C(=C1)OC)C)S(=O)(=O)NC1=C(C(=CC=C1)B1OC(C(O1)(C)C)(C)C)F